(R)-5-(3-((dimethylamino)methyl)-5-(2-methylpyrrolidin-1-yl)phenyl)-3-((1-isopropyl-1H-pyrazol-4-yl)oxy)pyrazin-2-amine CN(C)CC=1C=C(C=C(C1)N1[C@@H](CCC1)C)C=1N=C(C(=NC1)N)OC=1C=NN(C1)C(C)C